FC(C=1C=CC=2N(C1)C(=CN2)C2=NC=CC(=N2)N2C[C@H](OCC2)C(=O)N)(F)F (S)-4-(2-(6-(trifluoromethyl)imidazo[1,2-a]pyridin-3-yl)pyrimidin-4-yl)morpholine-2-carboxamide